6-[3-ethylsulfonyl-6-(triazol-1-yl)-2-pyridyl]-1-(2,2,3,3,3-pentafluoropropyl)-1,7-naphthyridin-2-one C(C)S(=O)(=O)C=1C(=NC(=CC1)N1N=NC=C1)C=1C=C2C=CC(N(C2=CN1)CC(C(F)(F)F)(F)F)=O